C(CCCCCCCCCCCCCC)C1=C2C=CC=CC2=NC=2C3=C(C=CC12)C=CC=C3 7-pentadecyl-benzo[c]acridine